rac-cis-2-((5-fluoro-2-(2-methoxy-7-methylquinoxalin-5-yl)benzo[d]thiazol-6-yl)oxy)cyclopentanol FC=1C(=CC2=C(N=C(S2)C2=C3N=CC(=NC3=CC(=C2)C)OC)C1)O[C@@H]1[C@@H](CCC1)O |r|